C(C)(C)(C)C1=C(C=CC=C1)N1CCN(CC1)C(=O)NC1=CC=CC=C1 4-(2-(tert-butyl)phenyl)-N-phenylpiperazine-1-carboxamide